3-Methacryloxy-propyltris(propoxy)silan C(C(=C)C)(=O)OCCC[Si](OCCC)(OCCC)OCCC